FC=1C=C(C=C(C1)CNCCCCOCCOC1=C2C=NNC2=CC(=C1)C=1C=NOC1)CO (3-fluoro-5-(((4-(2-((6-(isoxazol-4-yl)-1H-indazol-4-yl)oxy)ethoxy)butyl)amino)methyl)phenyl)methanol